Ethyl (S)-3-(2',6'-Dimethylbiphenyl-3-yl)-3-(3-(4-hydroxy-1-methyl-2-oxo-1,2-dihydropyridin-3-yl)ureido)propanoat CC1=C(C(=CC=C1)C)C1=CC(=CC=C1)[C@H](CC(=O)OCC)NC(=O)NC=1C(N(C=CC1O)C)=O